NCC1=CC(=C2CN(C(NC2=C1)=O)C1CCC(CC1)C(=O)NC1=CC(=C(C=C1)C)OC)C (1s,4s)-4-(7-(Aminomethyl)-5-methyl-2-oxo-1,2-dihydroquinazolin-3(4H)-yl)-N-(3-methoxy-4-methylphenyl)cyclohexanecarboxamide